C(C)(C)(C)OC(=O)N1CCC(CC1)C=1N=C2N(C=C(C(=C2)OC(C)C)C(=O)OC)C1 methyl 2-(1-tert-butoxycarbonyl-4-piperidyl)-7-isopropoxy-imidazo[1,2-a]pyridine-6-carboxylate